C(C)C(CN1C(=C(C(C=C1O)=O)O)C)CCCC N-(2-ethylhexyl)-2-methyl-3,6-dihydroxypyridin-4-one